(2-chloro-2'-(trifluoromethoxy)-[1,1'-biphenyl]-4-yl)-3-hydroxy-2-(4-(methylsulfonyl)phenyl)propionamide ClC1=C(C=CC(=C1)C(C(=O)N)(CO)C1=CC=C(C=C1)S(=O)(=O)C)C1=C(C=CC=C1)OC(F)(F)F